OCCOC(C)=O Acetic acid-2-hydroxyethyl ester